CN1C(OC([C@@H]1C)=O)=O (4S)-3,4-dimethyl-1,3-oxazolidine-2,5-dione